(3,5-dibromo-4-hydroxyphenyl)(2-ethyl-6-fluoroimidazo[1,2-a]pyrimidin-3-yl)methanone BrC=1C=C(C=C(C1O)Br)C(=O)C1=C(N=C2N1C=C(C=N2)F)CC